6-(4-hydroxy-3-methyl-5-tert-butylanilino)-2,4-bis-octylthio-1,3,5-triazine OC1=C(C=C(NC2=NC(=NC(=N2)SCCCCCCCC)SCCCCCCCC)C=C1C(C)(C)C)C